2-(4-(5-(3-(7-(4-(2-(Adamantan-2-yl)ethyl)piperazin-1-yl)heptyl)-phenyl)-2-methyl-3-phenylpyrazolo[1,5-a]pyrimidin-7-yl)piperazin-1-yl)ethan-1-ol C12C(C3CC(CC(C1)C3)C2)CCN2CCN(CC2)CCCCCCCC=2C=C(C=CC2)C2=NC=3N(C(=C2)N2CCN(CC2)CCO)N=C(C3C3=CC=CC=C3)C